FC(C(=O)O)(F)F.CC1C(NC=2C=NN(C2C=2C=CN=C(CCCC1)C2)C2=CC=CC=C2)=O 9-methyl-3-phenyl-3,4,7,15-tetraazatricyclo[12.3.1.02,6]Octadecan-1(18),2(6),4,14,16-pentaen-8-one trifluoroacetate salt